(S)-(2,7-Dimethyl-3-(1-methyl-3-(trifluoromethyl)-1H-pyrazol-5-yl)-2,4,5,7-tetrahydro-6H-pyrazolo[3,4-c]pyridin-6-yl)(2,4-dimethylquinolin-6-yl)methanone CN1N=C2[C@@H](N(CCC2=C1C1=CC(=NN1C)C(F)(F)F)C(=O)C=1C=C2C(=CC(=NC2=CC1)C)C)C